C(C)(C)(C)OC(=O)N1[C@@H]2CN([C@H](C1)C2)CCO/N=C\2/C(/NC1=CC=CC=C21)=C\2/C(NC1=CC=C(C=C21)Br)=O (1S,4S)-tert-butyl-5-(2-(((E)-((Z)-5'-bromo-2'-oxo-[2,3'-biindolinylidene]-3-ylidene)amino)oxy) ethyl)-2,5-diazabicyclo[2.2.1]heptane-2-carboxylate